COCC1CN(CCN1)C=1C=2N(C=C(C1)S(=O)(=O)NC1(COC1)C)C(=NC2)C=2SC(=NN2)C(F)(F)F 8-(3-(methoxymethyl)piperazin-1-yl)-N-(3-methyloxetan-3-yl)-3-(5-(trifluoromethyl)-1,3,4-thiadiazol-2-yl)imidazo[1,5-a]pyridine-6-sulfonamide